C(=O)([O-])C1=CC=C(C=C1)N1C(=N[N-]C1=S)C=1N=C2N(C=CC(=C2)Cl)C1.[Na+].[Na+] Disodium 4-(4-carboxylatophenyl)-3-(7-chloroimidazo[1,2-a]pyridin-2-yl)-5-thioxo-4,5-dihydro-1,2,4-triazol-1-ide